4-((1R,5S)-3,8-diazabicyclo[3.2.1]octan-3-yl)-8-fluoro-2-((2-fluorotetrahydro-1H-pyrrolizin-7a(5H)-yl)methoxy)-7-(2-(2,2,2-trifluoroethyl)phenyl)pyrido[4,3-d]pyrimidine dihydrochloride Cl.Cl.[C@H]12CN(C[C@H](CC1)N2)C=2C1=C(N=C(N2)OCC23CCCN3CC(C2)F)C(=C(N=C1)C1=C(C=CC=C1)CC(F)(F)F)F